C=C1CC(OC1=O)C1=C(C=CC=C1)C=1C=NN(C1)CC(=O)O 2-(4-(2-(4-methylene-5-oxotetrahydrofuran-2-yl)phenyl)-1H-pyrazol-1-yl)acetic acid